CC1=NOC(=C1C=1C=C2C(=NC1)N(C=C2C2=C(C=C(C(=O)O)C=C2)OC(F)(F)F)C2(CCOCC2)C)C 4-(5-(3,5-dimethylisoxazol-4-yl)-1-(4-methyltetrahydro-2H-pyran-4-yl)-1H-pyrrolo[2,3-b]pyridin-3-yl)-3-(trifluoromethoxy)benzoic acid